(S)-1-(3-((4-(morpholinomethyl)-6-((5-(2-(pyridin-2-yl)-2H-tetrazol-5-yl)isoxazole-3-yl)amino)pyridin-2-yl)amino)piperidin-1-yl)prop-2-en-1-one O1CCN(CC1)CC1=CC(=NC(=C1)NC1=NOC(=C1)C=1N=NN(N1)C1=NC=CC=C1)N[C@@H]1CN(CCC1)C(C=C)=O